CC1=C(OC2=C(C=C(C=C2C1=O)C)[C@@H](C)OC1=C(C#N)C=CC=C1)C1=CC2=CN(N=C2C=C1)C 2-[(1R)-1-[3,6-Dimethyl-2-(2-methylindazol-5-yl)-4-oxo-chromen-8-yl]ethoxy]benzonitrile